N1=C(C=NC=C1)N1C[C@H](CC1)O (S)-1-(pyrazin-2-yl)pyrrolidin-3-ol